FC1=C(C=CC(=C1)OC1=NC=CC(=C1)C(F)(F)F)CCNC1=NC=NC2=CC=CC=C12 N-[2-(2-fluoro-4-{[4-(trifluoromethyl)pyridin-2-yl]oxy}phenyl)ethyl]quinazolin-4-amine